(S)-3-aminoazepane-1-carboxylic acid tert-butyl ester C(C)(C)(C)OC(=O)N1C[C@H](CCCC1)N